C[C@H]1[C@@H](CN(C1)CC=1C=NC(=NC1)C)C=1NC(C2=C(N1)N(N=C2)C2CCOCC2)=O 6-{(3S,4S)-4-methyl-1-[(2-methylpyrimidin-5-yl)methyl]pyrrolidin-3-yl}-1-(tetrahydro-2H-pyran-4-yl)-1,5-dihydro-4H-pyrazolo[3,4-d]pyrimidin-4-one